C[C@@H]1N(C2=CC=CC=C2[C@@H](C1)NC1=CC=C(C=C1)NC(C#CCNC(OC(C)(C)C)=O)=O)C(CC)=O |o1:1,9| tert-Butyl (4-((4-(((2S*,4R*)-2-methyl-1-propionyl-1,2,3,4-tetrahydroquinolin-4-yl)amino)phenyl)amino)-4-oxobut-2-yn-1-yl)carbamate